C(#N)C=1C(=NC(=C(C1CC)C#N)N1CCN(CCC1)C)SC(C(=O)N)C1=CC(=NC=C1)C 2-((3,5-dicyano-4-ethyl-6-(4-methyl-1,4-diazepan-1-yl)pyridin-2-yl)thio)-2-(2-methylpyridin-4-yl)acetamide